FC(C(=O)O)(F)F.FC(C(=O)O)(F)F.C12C(C3CC(CC(C1)C3)C2)NC2CN(CC2)C=2N=NC(=CN2)C2=C(C=C(C=C2)C=2C=NNC2)O 2-(3-{3-[(adamantan-2-yl)amino]pyrrolidin-1-yl}-1,2,4-triazin-6-yl)-5-(1H-pyrazol-4-yl)phenol bistrifluoroacetate